O=C1NC(CCC1C1=CC=C(C=C1)N1CCN(CC1)CC(CC)C1CCN(CC1)C(=O)OC(C)(C)C)=O tert-butyl 4-(1-(4-(4-(2,6-dioxopiperidin-3-yl)phenyl)piperazin-1-yl)butan-2-yl)piperidine-1-carboxylate